2-((8-(6-((4-cyanobenzyl)oxy)pyridin-2-yl)-3,8-diazabicyclo[3.2.1]octan-3-yl)methyl)-1-(((S)-oxetan-2-yl)methyl)-1H-benzo[d]imidazole-6-carboxylic acid C(#N)C1=CC=C(COC2=CC=CC(=N2)N2C3CN(CC2CC3)CC3=NC2=C(N3C[C@H]3OCC3)C=C(C=C2)C(=O)O)C=C1